CC1(OB(OC1(C)C)C(=C)C1=C(C=CC=C1)C)C 4,4,5,5-tetramethyl-2-[1-(o-tolyl)vinyl]-1,3,2-dioxaborolane